dimethylaluminium iso-propoxide CC([O-])C.C[Al+]C